FC1=C(C=C(C=N1)NC(=O)C1=C(N(C(=C1C)C(C(NC1(CC1)C(F)(F)F)=O)=O)C)C)C N-(6-fluoro-5-methylpyridin-3-yl)-1,2,4-trimethyl-5-(2-oxo-2-((1-(trifluoromethyl)cyclopropyl)amino)acetyl)-1H-pyrrole-3-carboxamide